1,2,3,4-tetrahydroquinoline-8-carbonitrile N1CCCC2=CC=CC(=C12)C#N